OC(C)(C)C1=C(C(=CC(=C1)C(C)(C)O)C(C)(C)O)C1=CC=CC=C1 2,4,6-tris(α-hydroxyisopropyl)biphenyl